Cl.C[N+](CC(=O)[C@@](N(CCCCCCCCCCCC)CCCCCCCCCCCC)(CCC(=O)O)C(=O)N)(C)C (α-trimethylammonioacetyl)-di(dodecyl)-D-glutamyl-amine hydrochloride